2-((5-bromo-7-methyl-1H-indol-4-yl)methyl)-3-hydroxy-2H-indazole-5-carbonitrile BrC=1C(=C2C=CNC2=C(C1)C)CN1N=C2C=CC(=CC2=C1O)C#N